2-(3-Oxa-6-azabicyclo[3.1.1]heptan-6-yl)-N-((1R,2S)-2-((2,2-difluorobenzo[d][1,3]dioxol-5-yl)carbamoyl)cyclobutyl)-6-methoxybenzo[d]thiazole-7-carboxamide C12COCC(N1C=1SC3=C(N1)C=CC(=C3C(=O)N[C@H]3[C@H](CC3)C(NC3=CC1=C(OC(O1)(F)F)C=C3)=O)OC)C2